trithiophosphorous acid P(S)(S)S